N'-allyl-4-(((3R,4R)-1-(2-cyanoacetyl)-4-methylpiperidin-3-yl)(methyl)amino)-7H-pyrrolo[2,3-d]pyrimidine-7-carbohydrazide C(C=C)NNC(=O)N1C=CC2=C1N=CN=C2N(C)[C@H]2CN(CC[C@H]2C)C(CC#N)=O